C(CCCCCCCCCCC)(=O)OCCCCCBr 5-bromopentanyl dodecanoate